C(C)(C)C1=CC(=C(C=C1)C=1NC2=CC=CC=C2C(C1)=O)C 2-(4-isopropyl-2-methylphenyl)quinolin-4(1H)-one